CN1C2=C(OCC1=O)C=C(C=C2)NC2=CC(=C(C=C2)N2CCC(CC2)C(F)(F)F)C 4-methyl-7-((3-methyl-4-(4-(trifluoromethyl)piperidin-1-yl)phenyl)amino)-2H-benzo[b][1,4]oxazin-3(4H)-one